OC(COC=1C(C=C(OC1)CO)=O)COC=1C(=C2CCC(OC2=C(C1C)C)(CCCC(CCCC(CCCC(C)C)C)C)C)C 5-(2-Hydroxy-3-((2,5,7,8-tetramethyl-2-(4,8,12-trimethyltridecyl)chroman-6-yl)oxy)propoxy)-2-(hydroxymethyl)-4H-pyran-4-one